C1=CC=C(C=C1)CCN beta-Phenethylamine